(11R)-2-Methyl-11-[(morpholin-4-yl)methyl]-3-(naphthalene-1-carbonyl)-9-oxa-1-azatricyclo[6.3.1.04,12]dodeca-2,4(12),5,7-tetraene CC=1N2[C@@H](COC3=CC=CC(C1C(=O)C1=CC=CC4=CC=CC=C14)=C23)CN2CCOCC2